C1(CC1)COC=1C=C(C(=O)[C@](N)(CC(C)C)C(=O)NC)C=CC1N1CC(C1)(F)F 2-[3-(cyclopropylmethoxy)-4-(3,3-difluoroazetidin-1-yl)benzoyl]-N-methyl-L-leucinamide